Isoleucyl-Tyrosine N[C@@H]([C@@H](C)CC)C(=O)N[C@@H](CC1=CC=C(C=C1)O)C(=O)O